N-[4-(4-chloro-2-oxopyridin-1(2H)-yl)-3-sulfamoylphenyl]-2-(2-chlorophenyl)acetamide ClC1=CC(N(C=C1)C1=C(C=C(C=C1)NC(CC1=C(C=CC=C1)Cl)=O)S(N)(=O)=O)=O